3'-Methyl-2-(3-methylbut-2-enoyl)-1'-(4-(trifluoromethyl)phenyl)-2H-spiro[phthalazine-1,4'-pyrazol]-5'(1'H)-one CC1=NN(C(C12N(N=CC1=CC=CC=C12)C(C=C(C)C)=O)=O)C1=CC=C(C=C1)C(F)(F)F